COC[C@H]1N(CCC1)C(C#CC(SC)=O)(C)C S-methyl (S)-4-(2-(methoxymethyl) pyrrolidin-1-yl)-4-methylpent-2-ynethioate